2-[4-[8-[4-[4-(4-hydroxypiperidine-4-carbonyl)piperazine-1-carbonyl]-3-methylanilino]imidazo[1,2-a]pyrazin-3-yl]-3-(trifluoromethyl)pyrazol-1-yl]acetonitrile OC1(CCNCC1)C(=O)N1CCN(CC1)C(=O)C1=C(C=C(NC=2C=3N(C=CN2)C(=CN3)C=3C(=NN(C3)CC#N)C(F)(F)F)C=C1)C